(R)-1-(4-(1-(3-(difluoromethyl)-2-fluorophenyl)ethylamino)-2-methylpyrido[2,3-d]pyrimidin-6-yl)ethan-1-one FC(C=1C(=C(C=CC1)[C@@H](C)NC=1C2=C(N=C(N1)C)N=CC(=C2)C(C)=O)F)F